C(C)C1=CC=C(CN2C=3N(C4=C(C2=O)CN(CC4)CC4=CC(=CC=C4)F)CCCN3)C=C1 6-(4-ethylbenzyl)-3-(3-fluorobenzyl)-1,2,3,4,6,8,9,10-octahydro-5H-pyrido[3,4-e]pyrimido[1,2-a]pyrimidin-5-one